2-(((1r,4r)-4-(dibenzylamino)cyclohexyl)oxy)acetic acid C(C1=CC=CC=C1)N(C1CCC(CC1)OCC(=O)O)CC1=CC=CC=C1